[OH-].[Ca+2].[Ni+2].[OH-].[OH-].[OH-] nickel-calcium hydroxide